ethyl-3-(3,5-di-t-butyl-4-hydroxyphenyl)propionate C(C)OC(CCC1=CC(=C(C(=C1)C(C)(C)C)O)C(C)(C)C)=O